N2-(2-(1H-1,2,4-triazol-1-yl)ethyl)-4-fluoro-N5-(4-fluorobenzyl)-[1,1'-biphenyl]-2,5-diamine N1(N=CN=C1)CCNC=1C(=CC(=C(C1)F)NCC1=CC=C(C=C1)F)C1=CC=CC=C1